5-(Methylsulfonyl)-2-(1,3-oxazol-2-yl)[1,2,4]triazolo[1,5-a][1,3,5]triazin-7-amine CS(=O)(=O)C1=NC=2N(C(=N1)N)N=C(N2)C=2OC=CN2